ClC1=NC(=CC(=N1)Cl)C(C)C 2,4-dichloro-6-isopropylpyrimidine